6-Fluoro-1-(3-(4-(cyclopentylcarbonyl)piperazine-1-carbonyl)benzyl)quinazoline-2,4(1H,3H)-dione FC=1C=C2C(NC(N(C2=CC1)CC1=CC(=CC=C1)C(=O)N1CCN(CC1)C(=O)C1CCCC1)=O)=O